C(C(C)C)(=O)C=1C(=NN2C1C=CC=C2)C(C)C 3-isobutyryl-2-isopropylpyrazolo[1,5-a]pyridine